(4-(6-((2,6-dioxopiperidin-3-yl)carbamoyl)pyridin-2-yl)but-3-en-1-yl)picolinamide O=C1NC(CCC1NC(=O)C1=CC=CC(=N1)C=CCCC=1C(=NC=CC1)C(=O)N)=O